5-((1-methyl-5-(5-(trifluoromethyl)pyridin-2-yl)-1H-pyrazol-3-yl)amino)pyridine CN1N=C(C=C1C1=NC=C(C=C1)C(F)(F)F)NC=1C=CC=NC1